C(CCCCC)C=1NC(=CC1CCCCCC)CCCCCC 2,3,5-tri-n-hexylpyrrole